COC1=CC=C(C=N1)CN1C(CN(CC1)C1=CC=C(C=N1)C1=NC2=CC=CC=C2C(=N1)NC1=NNC(=C1)C)(C)C 2-(6-(4-((6-meth-oxypyridin-3-yl)methyl)-3,3-dimethyl-piperazin-1-yl)pyridin-3-yl)-N-(5-methyl-1H-pyrazol-3-yl)quinazolin-4-amine